1-(2-(1H-pyrazolo[3,4-b]pyridin-5-yl)-2-azaspiro[3.3]heptan-6-yl)-3-(2-methyl-5-(trifluoromethoxy)phenyl)urea N1N=CC=2C1=NC=C(C2)N2CC1(C2)CC(C1)NC(=O)NC1=C(C=CC(=C1)OC(F)(F)F)C